CCC(CC)OOC(CCCCCCC(CCCCCCCCCC)N(C(CCCCN(C)C)=O)OCCCCCCCCCC)=O 8-(N-(decyloxy)-5-(dimethylamino)pentanamido)octadecanoic acid 3-pentyloxy ester